NC1=NNC(C2=C1N(N=C2[C@H]2CN(CC2)C(C#CC)=O)C2=CC=C(C=C2)OC2=C(C=CC=C2F)F)=O (R)-7-amino-3-(1-(but-2-ynoyl)pyrrolidin-3-yl)-1-(4-(2,6-difluorophenoxy)phenyl)-1,5-dihydro-4H-pyrazolo[3,4-d]pyridazin-4-one